FC(C(=O)O)(F)F.N=1NC=C2C=C(C=CC12)C(=O)N 2H-indazole-5-carboxamide trifluoroacetate